rac-benzyl ((2S,3S,4R)-6-bromo-2-cyclopropyl-3-methyl-1,2,3,4-tetrahydroquinolin-4-yl)carbamate BrC=1C=C2[C@@H]([C@H]([C@@H](NC2=CC1)C1CC1)C)NC(OCC1=CC=CC=C1)=O |r|